[N+](=O)([O-])C=1C(NC2=CC=CC=C2C1)=O 3-nitroquinolin-2(1H)-one